Cl[Si](Cl)(Cl)CCCSSSSCCC[Si](Cl)(Cl)Cl bis-[trichlorosilylpropyl] tetrasulfide